C(C(=C)C)(=O)OCCC[Si](OC)(OC)OC gamma-(methacryloyloxy)propyltrimethoxysilane